2,5-dimethoxyfluoroethylamphetamine COC1=C(CC(NCCF)C)C=C(C=C1)OC